9-(2-bromophenyl)-phenanthrene BrC1=C(C=CC=C1)C=1C2=CC=CC=C2C=2C=CC=CC2C1